[3-(aminomethyl)-3,5,5-trimethylcyclohexyl]methylamine NCC1(CC(CC(C1)(C)C)CN)C